2-(cyclobutylmethyl)-5-(4-fluoro-1-isopropyl-2-methyl-1H-benzo[d]imidazol-6-yl)-7H-pyrrolo[2,3-d]pyrimidine C1(CCC1)CC=1N=CC2=C(N1)NC=C2C=2C=C(C1=C(N(C(=N1)C)C(C)C)C2)F